BrC=1C=C2C(=NN(C2=CC1)C(=O)OC(C)(C)C)C(NS(=O)(=O)C)=O tert-Butyl 5-bromo-3-((methylsulfonyl)carbamoyl)-1H-indazole-1-carboxylate